3-(1H-indol-3-yl)-N-[4-(2-methyl-1H-indol-3-yl)thiazol-2-yl]propanamide N1C=C(C2=CC=CC=C12)CCC(=O)NC=1SC=C(N1)C1=C(NC2=CC=CC=C12)C